3-(4-aminophenyl)-1,1-dimethyl-guanidine NC1=CC=C(C=C1)NC(N(C)C)=N